N-(3-fluoro-4-((1-isopropyl-2-oxo-2,3-dihydro-1H-imidazo[4,5-b]pyridin-7-yl)oxy)phenyl)-5-Methyl-1-phenyl-1H-pyrazole-4-carboxamide FC=1C=C(C=CC1OC1=C2C(=NC=C1)NC(N2C(C)C)=O)NC(=O)C=2C=NN(C2C)C2=CC=CC=C2